FC1=C(C=C(C(=C1Cl)F)F)[N+](=O)[O-] 2,4,5-trifluoro-3-chloronitrobenzene